ClC1=CC(=C2C(=N1)N(C=C2C(F)(F)F)COCC[Si](C)(C)C)NCCN(C)C N1-(6-chloro-3-(trifluoromethyl)-1-((2-(trimethylsilyl)ethoxy)methyl)-1H-pyrrolo[2,3-b]pyridin-4-yl)-N2,N2-dimethylethane-1,2-diamine